(3S)-3-[1-oxo-5-(piperazin-1-yl)-1,3-dihydro-2H-isoindol-2-yl]piperidine-2,6-dione O=C1N(CC2=CC(=CC=C12)N1CCNCC1)[C@@H]1C(NC(CC1)=O)=O